ClC1=NC(=CC(=C1)N1CCN(CC1)C(=O)OC(C)(C)C)Cl tert-butyl 4-(2,6-dichloropyridin-4-yl)piperazine-1-carboxylate